FC=1C=C(COC=2C=C3N(C(N2)=O)CC2N3CCC2)C=CC1OC=1C=NC(=NC1)C(F)(F)F 3-((3-fluoro-4-((2-(trifluoromethyl)pyrimidin-5-yl)oxy)benzyl)oxy)-7,8,8a,9-tetrahydropyrrolo[1',2':3,4]imidazo[1,2-c]pyrimidin-1(6H)-one